C(C1=CC=CC=C1)NC(=O)C=1N=NSC1NC(=O)N1C(CNCC1)C1=NC=CC=C1 pyridin-2-yl-piperazine-1-carboxylic acid (4-benzylcarbamoyl-[1,2,3]thiadiazol-5-yl)-amide